OC1=C(C=CC=2C1CC(C1CCNCC21)C2=CC=CC=C2)O 7,8-dihydroxy-5-phenyloctahydrobenzo[h]isoquinoline